FC=1C(=NC(=NC1)N[C@@H]1CC[C@H](CC1)NC(OC(C)(C)C)=O)C1=CC(=NC=C1)N1C(COCC1)=O trans-tert-butyl (4-((5-fluoro-4-(2-(3-oxomorpholino)pyridin-4-yl)pyrimidin-2-yl)amino)cyclohexyl)carbamate